N-(4-(5-(difluoromethyl)-1,3,4-oxadiazol-2-yl)-2-fluorobenzyl)-N-(3-(thiazol-5-yl)phenyl)thiomorpholin-4-carboxamide FC(C1=NN=C(O1)C1=CC(=C(CN(C(=O)N2CCSCC2)C2=CC(=CC=C2)C2=CN=CS2)C=C1)F)F